FC(C1=NN(C(=N1)C(C)N1CC2=CC=CC=C2C1)C=1C=NC(=CC1)C#N)F 2-[1-[3-(difluoromethyl)-1-(6-cyano-3-pyridinyl)-1H-1,2,4-triazol-5-yl]ethyl]-1H-isoindole